2-(6-{5-chloro-2-[(oxacyclohex-4-yl)amino]pyrimidin-4-yl}-1-oxo-2,3-dihydro-1H-isoindol-2-yl)-N-[1-(2,5-difluorophenyl)ethyl]acetamide ClC=1C(=NC(=NC1)NC1CCOCC1)C1=CC=C2CN(C(C2=C1)=O)CC(=O)NC(C)C1=C(C=CC(=C1)F)F